2-cyclohexylethyl 5-methylsulfonyl-4-oxo-1-[4-(trifluoromethoxy)phenyl]cinnoline-3-carboxylate CS(=O)(=O)C1=C2C(C(=NN(C2=CC=C1)C1=CC=C(C=C1)OC(F)(F)F)C(=O)OCCC1CCCCC1)=O